NC(C#CC1=CC=C(C=C1)C1=N[C@H](C=2N(C3=C1C(=C(S3)C)C)C(=NN2)C)CC(=O)OC(C)(C)C)(C)C tert-butyl (S)-2-(4-(4-(3-amino-3-methylbut-1-yn-1-yl)phenyl)-2,3,9-trimethyl-6H-thieno[3,2-f][1,2,4]triazolo[4,3-a][1,4]diazepin-6-yl)acetate